1-cyclopropyl-N-(6-methoxy-2-((1r,4r)-4-(piperazin-1-ylmethyl)cyclohexyl)-2H-indazol-5-yl)-2-oxo-1,2-dihydropyridine-3-carboxamide C1(CC1)N1C(C(=CC=C1)C(=O)NC1=CC2=CN(N=C2C=C1OC)C1CCC(CC1)CN1CCNCC1)=O